BrC1=C(C(=CC(=C1)C(F)(F)F)C(N)=O)NC(=O)C=1N(N=C(C1)OCC(F)(F)F)C1=NC=CC=C1Cl N-[2-bromo-6-carbamoyl-4-(trifluoromethyl)phenyl]-2-(3-chloro-2-pyridyl)-5-(2,2,2-trifluoroethoxy)pyrazole-3-carboxamide